bis{4-(4-aminophenoxy) phenyl} ketone NC1=CC=C(OC2=CC=C(C=C2)C(=O)C2=CC=C(C=C2)OC2=CC=C(C=C2)N)C=C1